oxacyclohexadecin O1CC=CC=CC=CC=CC=CC=CC=C1